2-((3,4-dimethoxyphenyl)(4-(2-(piperidin-1-yl)ethyl)-1H-1,2,3-triazol-1-yl)methyl)-6-ethylbenzo[d]thiazole COC=1C=C(C=CC1OC)C(C=1SC2=C(N1)C=CC(=C2)CC)N2N=NC(=C2)CCN2CCCCC2